C(C)(=O)N1CCP(CC1)(=O)C1=CC2=C(N=C(N=C2N[C@H](C)C2=C(C(=CC=C2)C(F)(F)F)Cl)C)C=N1 1-acetyl-4-[4-({(1R)-1-[2-chloro-3-(trifluoromethyl)phenyl]ethyl}amino)-2-methylpyrido[3,4-d]pyrimidin-6-yl]-1,4lambda5-azaphosphinan-4-one